1,3,5-triallyl-s-triazine-2,4,6(1h,3h,5h)-trione C(C=C)N1C(N(C(N(C1=O)CC=C)=O)CC=C)=O